7-amino-3-chloro-5-((2-(1-(1-hydroxy-2-methylpropan-2-yl)-1H-pyrazol-3-yl)ethyl)amino)-2-methylpyrazolo[1,5-a]pyrimidine-6-carbonitrile NC1=C(C(=NC=2N1N=C(C2Cl)C)NCCC2=NN(C=C2)C(CO)(C)C)C#N